C1=CC(=CC=C1C(=O)O)OC(F)(F)F p-trifluoromethoxybenzoic acid